4-(2,4-difluorophenoxy)-N-(pyridin-3-yl)-6-(trifluoromethyl)nicotinamide FC1=C(OC2=CC(=NC=C2C(=O)NC=2C=NC=CC2)C(F)(F)F)C=CC(=C1)F